O=C1NC(CCC1N1C(C2=CC=C(C=C2C1=O)CN1CCN(CC1)C1=NC(=CC=C1)C1=CN=C2N1N=C(C=C2)N2[C@H](CCC2)C2=CC(=CC=C2)F)=O)=O 2-(2,6-dioxopiperidin-3-yl)-5-((4-(6-(6-((R)-2-(3-fluorophenyl)pyrrolidine-1-yl)imidazo[1,2-b]pyridazin-3-yl)pyridin-2-yl)piperazin-1-yl)methyl)isoindoline-1,3-dione